1-(2-(3-nitro-1H-pyrazol-1-yl)ethyl)piperidine [N+](=O)([O-])C1=NN(C=C1)CCN1CCCCC1